3-Amino-N-[4-[3-(dimethylamino)phenoxy]-6-(2-isopropylphenyl)pyrimidin-2-yl]benzenesulfonamide NC=1C=C(C=CC1)S(=O)(=O)NC1=NC(=CC(=N1)OC1=CC(=CC=C1)N(C)C)C1=C(C=CC=C1)C(C)C